ClC1=CC(=C2C(=N1)OC(=N2)C2=C(C=C(C=C2)NC(OC2=CC=CC=C2)=O)F)CC phenyl (4-(5-chloro-7-ethyloxazolo[5,4-b]pyridin-2-yl)-3-fluorophenyl)carbamate